FC=1C=C(CN(C(=O)N2CCN(CC2)C2=NC=C(C(=N2)C2=C(C=NN2C)C)F)O)C=C(C1)F N-(3,5-difluorobenzyl)-4-(4-(1,4-dimethyl-1H-pyrazol-5-yl)-5-fluoropyrimidin-2-yl)-N-hydroxypiperazine-1-carboxamide